N1(N=CC=C1)CC=1C=CC(=NC1OC)C(=O)N[S@@](=O)(=N)C1=C(C=C(C=C1OC)C)OC (S)-5-((1H-pyrazol-1-yl)methyl)-N-(2,6-dimethoxy-4-methylphenylsulfonimidoyl)-6-methoxypicolinamide